F[C@H]1[C@@H](O[C@@H](C1)CO)N1C(=O)N=C(N)C=C1 2',3'-dideoxy-2'-fluorocytidine